O=C(CCCCC1=CN(C2=CC=C(C=C12)S(=O)(=O)O)CCCS(=O)(=O)O)NCCCCCCOP(=O)(O)O 3-[5-oxo-5-(6-phosphonooxyhexylamino)pentyl]-1-(3-sulfopropyl)indole-5-sulfonic acid